ClC1=CC=C(C(=O)C2=NC=CN=C2)C=C1 2-(4-chlorobenzoyl)pyrazine